3-[5-({1-[(2E)-2-(aminomethyl)-3-fluoroprop-2-en-1-yl]-5-oxo-1,5-dihydro-4H-1,2,4-triazol-4-yl}methyl)thiophen-2-yl]-N-methylbenzenesulfonamide hydrochloride Cl.NC/C(/CN1N=CN(C1=O)CC1=CC=C(S1)C=1C=C(C=CC1)S(=O)(=O)NC)=C\F